CNC(=O)C=1C=NN2C1CNCCC2 N-methyl-5,6,7,8-tetrahydro-4H-pyrazolo[1,5-a][1,4]diazepine-3-carboxamide